dicyclohexyl-[2-(2,6-diisopropyloxyphenyl)phenyl]phosphine C1(CCCCC1)P(C1=C(C=CC=C1)C1=C(C=CC=C1OC(C)C)OC(C)C)C1CCCCC1